[Cu+2].CC1NCCNC(CC(NCCNC(C1)(C)C)C)(C)C 5,7,7,12,14,14-hexamethyl-1,4,8,11-tetraazacyclotetradecane copper (II)